dimethoxyphosphoryl-isopropylamine COP(=O)(OC)NC(C)C